C1(CC1)C1=NC(=CC(=C1)C1=C(C=C(C#N)C=C1)C1=NN=CN1C)N1C(C2=CC(=CC=C2C1)C(C)NC1COC1)=O 4-(2-cyclopropyl-6-(6-(1-(oxetan-3-ylamino)ethyl)-1-oxoisoindolin-2-yl)pyridin-4-yl)-3-(4-methyl-4H-1,2,4-triazol-3-yl)benzonitrile